Tert-butyl (1-(4-(2,6-dioxopiperidin-3-yl)-2-fluorophenyl)piperidin-4-yl)carbamate O=C1NC(CCC1C1=CC(=C(C=C1)N1CCC(CC1)NC(OC(C)(C)C)=O)F)=O